ClC=1C=C2C=NNC2=CC1OCCOC 5-chloro-6-(2-methoxy-ethoxy)-1H-indazole